2-(9-(pyridin-2-yl)-5,6-dihydrobenzo[h]quinolin-2-yl)phenol N1=C(C=CC=C1)C1=CC2=C(CCC=3C=CC(=NC23)C2=C(C=CC=C2)O)C=C1